1-(1-(1-(3-chloropropyl)piperidin-4-yl)-3-(7-(difluoromethyl)-6-(1-methyl-1H-pyrazol-4-yl)-3,4-dihydroquinolin-1(2H)-yl)-1,4,6,7-tetrahydro-5H-pyrazolo[4,3-c]pyridin-5-yl)ethan-1-one ClCCCN1CCC(CC1)N1N=C(C=2CN(CCC21)C(C)=O)N2CCCC1=CC(=C(C=C21)C(F)F)C=2C=NN(C2)C